ClC1=CNC2=C(C=CC(=C12)F)[N+](=O)[O-] 3-chloro-4-fluoro-7-nitro-1H-indole